COCC1OC(OC1)=O 4-(methoxymethyl)-1,3-dioxolan-2-one